F[Si](OCC)(OCC)OCC monofluorotriethoxysilane